CC1=C(C(=CC(=C1C)C)C)F 2,3,4,6-tetramethyl-fluorobenzene